OC=1C(N(C2=CC=C(C=C2C1)[N+](=O)[O-])C(C)C)=O 3-hydroxy-1-isopropyl-6-nitro-quinolin-2-one